OC1=C(CC(=C2CC[C@H]3[C@@H]4CC[C@H](CC)[C@]4(CC[C@@]3([C@@]12C)F)C)O)O trihydroxy-9alpha-fluoropregna-1,4-diene